C(C)(C)(C)OC(=O)N1C[C@]([C@H](C1)N)(C(=O)OC(C)(C)C)F (3S,4S)-4-amino-3-fluoropyrrolidine-1,3-dicarboxylic acid di-tert-butyl ester